FC1(CCN2C1=NC(=C2)C=2C=C(C=CC2NC2=NC=C(C=C2)C(F)(F)F)S(=O)(=O)N(C)CC2=CC=C(C=C2)OC)F 3-(7,7-Difluoro-6,7-dihydro-5H-pyrrolo[1,2-a]imidazol-2-yl)-N-(4-methoxybenzyl)-N-methyl-4-((5-(Trifluoromethyl)pyridin-2-yl)amino)benzenesulfonamide